(1-(3-chlorophenyl)-1H-benzo[d][1,2,3]triazol-5-yl)(piperidin-1-yl)methanone ClC=1C=C(C=CC1)N1N=NC2=C1C=CC(=C2)C(=O)N2CCCCC2